BrC1=CC=C(C=C1)N1N=NC(=C1)C(=O)N1CCCC1 (1-(4-bromophenyl)-1H-1,2,3-triazol-4-yl)(pyrrolidin-1-yl)methanone